NCCC[Si](C)(C)OCCCCCCCCCCCCCC 3-aminopropyl-(tetradecyloxydimethylsilane)